4-(6-(6-((1-Ethyl-6-oxo-1,6-dihydropyridin-3-yl)methyl)-3,6-diazabicyclo[3.1.1]hept-3-yl)pyridin-3-yl)-6-(2-hydroxy-2-methylpropyloxy)pyrazolo[1,5-a]pyridine-3-carbonitrile C(C)N1C=C(C=CC1=O)CN1C2CN(CC1C2)C2=CC=C(C=N2)C=2C=1N(C=C(C2)OCC(C)(C)O)N=CC1C#N